C(OCCC)(ON1C(CCC1=O)=O)=O Propyl (2,5-dioxopyrrolidin-1-yl) carbonate